ClC=1C(=NC(=NC1)NC1CCC(CC1)=O)C=1C=C2C(N(C(C2=CC1)CCO)CC(=O)N)=O 2-(5-(5-chloro-2-((oxocyclohex-4-yl)amino)pyrimidin-4-yl)-1-(2-hydroxyethyl)-3-oxoisoindolin-2-yl)acetamide